C1(CC1)NC(=O)C1=NNC2=CC(=CC=C12)C=1C=C(C(=NC1)OC[2H])C(=O)N[C@@H](CC(=O)OC(C)(C)C)C tert-butyl (3R)-3-({5-[3-(cyclopropylcarbamoyl)-1H-indazol-6-yl]-2-(deutero)methoxypyridin-3-yl}formamido)butanoate